OC(=O)C(F)(F)F.CC1=CC(=NO1)C1[C@H]2CNC[C@@H]12 (1R,5S,6r)-6-(5-methyl-1,2-oxazol-3-yl)-3-azabicyclo[3.1.0]hexane TFA salt